acrylic acid norbornyl ester C12(CCC(CC1)C2)OC(C=C)=O